C1N(CCC2=CC=CC=C12)C[C@H](CN1CCOC2=C(C1=O)C=CC(=C2)CN2CC(CCC2)F)O 4-[(2R)-3-(3,4-dihydro-1H-isoquinolin-2-yl)-2-hydroxy-propyl]-8-[(3-fluoro-1-piperidyl)methyl]-2,3-dihydro-1,4-benzoxazepin-5-one